7,7,9,9,9-pentafluoro-N-hydroxynonanimidamide FC(CCCCCC(NO)=N)(CC(F)(F)F)F